(2S)-2-amino-5-[[(2S)-4-amino-1-[4-[4-[[3-(2,3-difluoro-4-methoxyphenyl)imidazo[1,2-a]pyrazin-8-yl]amino]-2-methylbenzoyl]piperazin-1-yl]-1-oxobutan-2-yl]amino]-5-oxopentanoic acid N[C@H](C(=O)O)CCC(=O)N[C@H](C(=O)N1CCN(CC1)C(C1=C(C=C(C=C1)NC=1C=2N(C=CN1)C(=CN2)C2=C(C(=C(C=C2)OC)F)F)C)=O)CCN